2-((2R,5S)-5-methyl-2-(2-((1-methylpiperidin-4-yl)methyl)benzo[d]thiazol-5-yl)piperidin-1-yl)-2-oxo-N-(1H-pyrazolo[4,3-c]pyridin-7-yl)acetamide C[C@H]1CC[C@@H](N(C1)C(C(=O)NC=1C2=C(C=NC1)C=NN2)=O)C=2C=CC1=C(N=C(S1)CC1CCN(CC1)C)C2